BrC1=C(C(=NC=C1F)N)C 4-bromo-5-fluoro-3-methylpyridin-2-amine